2,6-anthracenedicarboxylic acid C1=C(C=CC2=CC3=CC(=CC=C3C=C12)C(=O)O)C(=O)O